9-[4-(Carbazol-9-yl)phenyl]-9-[4-(triphenylsilyl)phenyl]-9H-fluorene C1=CC=CC=2C3=CC=CC=C3N(C12)C1=CC=C(C=C1)C1(C2=CC=CC=C2C=2C=CC=CC12)C1=CC=C(C=C1)[Si](C1=CC=CC=C1)(C1=CC=CC=C1)C1=CC=CC=C1